cyclobutyl-(6-hydroxy-3,4-dihydro-2,7-naphthyridin-2(1H)-yl)methanone C1(CCC1)C(=O)N1CC2=CN=C(C=C2CC1)O